COC1=C(C=CC=C1C1=NC=CC=N1)NC1=CC(=NC=C1C(=O)NC([2H])([2H])[2H])NC=1N=NC(=CC1)C(F)(F)F 4-((2-methoxy-3-(pyrimidin-2-yl)phenyl)amino)-N-(methyl-d3)-6-((6-(trifluoromethyl)pyridazin-3-yl)amino)nicotinamide